C(C)OC(=O)C=1C(=NNC1)OCCS(=O)(=O)C 3-(2-methylsulfonylethoxy)-1H-pyrazole-4-carboxylic acid ethyl ester